tert-Butyl (S)-4-((((9H-fluoren-9-yl)methoxy)carbonyl)amino)-5-amino-5-oxopentanoate C1=CC=CC=2C3=CC=CC=C3C(C12)COC(=O)N[C@@H](CCC(=O)OC(C)(C)C)C(=O)N